4-(4-fluoro-1-isopropyl-2-methyl-1H-benzo[d]imidazol-6-yl)-N-(2-methoxy-4-(4-methylpiperazin-1-yl)phenyl)pyrimidin-2-amine FC1=CC(=CC=2N(C(=NC21)C)C(C)C)C2=NC(=NC=C2)NC2=C(C=C(C=C2)N2CCN(CC2)C)OC